C(C)(C)(C)OC(=O)C1=C(C=C(C=N1)B(O)O)F (6-(tert-butoxycarbonyl)-5-fluoropyridin-3-yl)boronic acid